3-(4-(3-Methoxy-5-(trifluoromethyl)pyridin-2-yl)piperazine-1-carbonyl)azetidine-1-carboxylic acid tert-butyl ester C(C)(C)(C)OC(=O)N1CC(C1)C(=O)N1CCN(CC1)C1=NC=C(C=C1OC)C(F)(F)F